NC(C)C1CCC(CC1)C(=O)NC1=CC=NC=C1 4-(1-aminoethyl)-N-(4-pyridyl)cyclohexanecarboxamide